N-((1S)-1-(5-((1,1-dimethyl-2,3-dihydro-1H-inden-2-yl)amino)pyridin-2-yl)-2,2,2-trifluoroethyl)-N-methylquinuclidine-3-carboxamide CC1(C(CC2=CC=CC=C12)NC=1C=CC(=NC1)[C@@H](C(F)(F)F)N(C(=O)C1CN2CCC1CC2)C)C